1-(1-(4-nitrophenyl)azetidin-3-yl)piperazine [N+](=O)([O-])C1=CC=C(C=C1)N1CC(C1)N1CCNCC1